1-[2-[6-(2-pyridyl)pyrimidin-4-yl]-1,2,4-triazol-3-yl]ethanamine N1=C(C=CC=C1)C1=CC(=NC=N1)N1N=CN=C1C(C)N